tert-butyl (S)-6-chloro-5-hydroxy-3-oxohexanoate ClC[C@H](CC(CC(=O)OC(C)(C)C)=O)O